N[C@H](C(=O)N[C@H]1C(N(C1)C1=CC=C(C=C1)N(C)C)=O)CCC1=CC=CC=C1 (S)-2-amino-N-((R)-1-(4-(dimethylamino)phenyl)-2-oxoazetidin-3-yl)-4-phenylbutanamide